C(C)N1CCN(CC1)C=1SC2=C(N1)C(=CC(=C2)C(=O)NC2CCOCC2)C 2-(4-ethylpiperazin-1-yl)-4-methyl-N-(tetrahydro-2H-pyran-4-yl)benzo[d]thiazole-6-carboxamide